(3S,8R,9S,10R,13S,14S)-10,13-dimethyl-17-(pyridin-3-yl)-2,3,4,7,8,9,10,11,12,13,14,15-dodecahydro-1H-cyclopenta[a]phenanthren-3-amine C[C@]12[C@H]3CC[C@@]4(C(=CC[C@H]4[C@@H]3CC=C2C[C@H](CC1)N)C=1C=NC=CC1)C